6-Hydroxyhexyl 4-methyl-2-(3-(3-(5-methyl-1,2,4-oxadiazol-3-yl)-5-(trifluoromethyl)benzamido)propanamido)thiazole-5-carboxylate CC=1N=C(SC1C(=O)OCCCCCCO)NC(CCNC(C1=CC(=CC(=C1)C(F)(F)F)C1=NOC(=N1)C)=O)=O